BrC1=C(C(=C(OC2=CC=3N(C=C2)N=CN3)C=C1)C)F 7-(4-bromo-3-fluoro-2-methylphenoxy)-[1,2,4]triazolo[1,5-a]pyridine